N-(1-benzylpiperidin-3-yl)-3-(6-chloro-[1,2,4]triazolo[4,3-b]pyridazin-3-yl)propanamide C(C1=CC=CC=C1)N1CC(CCC1)NC(CCC1=NN=C2N1N=C(C=C2)Cl)=O